C(\C=C\C(=O)O)(=O)O.FC=1C=C2C=CN(C2=CC1)CCN(CCS(=O)(=O)C)C 2-(5-Fluoroindol-1-yl)-N-methyl-N-(2-methylsulfonylethyl)ethanamine fumarate